C(N)(=O)C1=NN(C=C1NC(=O)C=1C=NN2C1N=C(C=C2)NC2C(CCCC2)O)C N-(3-Carbamoyl-1-methyl-1H-pyrazol-4-yl)-5-[(2-hydroxycyclohexyl)amino]pyrazolo[1,5-a]pyrimidin-3-carboxamid